3-(6-Amino-5-(methylsulfonamido)pyrazin-2-yl)-N-(4-phenethoxyphenyl)benzamide NC1=C(N=CC(=N1)C=1C=C(C(=O)NC2=CC=C(C=C2)OCCC2=CC=CC=C2)C=CC1)NS(=O)(=O)C